(R)-N-(1-(3-(difluoromethyl)-2-fluorophenyl)ethyl)-8-methyl-3-morpholinopyrido[2,3-d]pyridazine-5-amine FC(C=1C(=C(C=CC1)[C@@H](C)NC1=C2C(=C(N=N1)C)N=CC(=C2)N2CCOCC2)F)F